COC1=CC=CC2=C1OC(CO2)C 8-methoxy-2-methyl-2,3-dihydrobenzo[b][1,4]dioxin